C(CCC)[C-]1C=CC=C1.[Li+] lithium 1-butylcyclopenta-2,4-diene-1-ide